C(C)N1C(NC2=CC(=CC=C2C1=O)CN1CCN(CC1)C1(CCN(CC1)C(=O)NC)F)=O 4-(4-((3-ethyl-2,4-dioxo-1,2,3,4-tetrahydroquinazolin-7-yl)methyl)piperazin-1-yl)-4-fluoro-N-methylpiperidine-1-carboxamide